C(C)(C)(C)OC(=O)N1CC(C1)[C@@H]1CN(CCC1)CCS(N)(=O)=O (R)-3-(1-(2-sulfamoylethyl)piperidin-3-yl)azetidine-1-carboxylic acid tert-butyl ester